C1CC12NCCN(C2)C(=O)OC(C)(C)C tert-Butyl 4,7-diazaspiro[2.5]octane-7-carboxylate